C(C)(C)(C)OC(=O)N1N=C(C2=CC=C(C=C12)SC1=C(C=CC=C1)C(NC1CC1)=O)\C=C\C=1C=NN(C1)CCCN1CCCC1 6-[2-(cyclopropylcarbamoyl)phenyl]sulfanyl-3-[(trans)-2-[1-(3-pyrrolidin-1-ylpropyl)pyrazol-4-yl]vinyl]indazole-1-carboxylic acid tert-butyl ester